FC1=CC(=CC=2C(=C3N(C12)CCCCN1C3=CC=N1)F)C 10,14-difluoro-12-methyl-5,6,7,8-tetrahydropyrazolo[5',1':3,4][1,4]diazocino[1,2-a]indole